ClC=1C=C(C#N)C=C(C1)OC1=C(N=CN(C1=O)CC=1C(NN=C(C1)CC(F)F)=O)C(C)(F)F 3-chloro-5-((4-(1,1-difluoroethyl)-1-((6-(difluoroethyl)-3-oxo-2,3-dihydropyridazin-4-yl)methyl)-6-oxo-1,6-dihydropyrimidin-5-yl)oxy)benzonitrile